2,5-difluoro-nicotinamide FC1=C(C(=O)N)C=C(C=N1)F